1-(6-nitropyridin-3-yl)piperidine-4-carboxylic acid [N+](=O)([O-])C1=CC=C(C=N1)N1CCC(CC1)C(=O)O